O.O.O.OCC(O)CO glycerol trihydrate